C(C)ON(C1=CC=CC=C1)[N+](=O)[O-] ethoxynitroaniline